C(C1=CC=CC=C1)C(C(=O)C1=CC=C(C=C1)N1CCOCC1)(CC)N(C)C 2-benzyl-2-dimethylamino-1-(4-morpholinylphenyl)-butane-1-one